chlororhodium trihydrate O.O.O.Cl[Rh]